FC(C)(F)C1=NN(C(=C1)C12CCC(CC1)(CC2)CN(C(OC(C(F)(F)F)(C)C)=O)C2=NC=CC(=C2)C2=CC=C(C=C2)OC(C)C)C 1,1,1-trifluoro-2-methylpropan-2-yl ((4-(3-(1,1-difluoroethyl)-1-methyl-1H-pyrazol-5-yl)bicyclo[2.2.2]octan-1-yl)methyl)(4-(4-isopropoxyphenyl)pyridin-2-yl)carbamate